C(#N)C(C(=O)NCCCC1=CC=CC=C1)=CC1=CC(=C(C(=C1)C(C)C)O)C(C)C 2-cyano-3-(4-hydroxy-3,5-diisopropyl-phenyl)-N-(3-phenyl-propyl)acrylamide